2-{[2-(1-methyl-2,6-dioxopiperidin-3-yl)-1,3-dioxo-2,3-dihydro-1H-isoindol-4-yl]oxy}acetic acid CN1C(C(CCC1=O)N1C(C2=CC=CC(=C2C1=O)OCC(=O)O)=O)=O